tert-butyl (3-allylpyridin-4-yl)-carbamate C(C=C)C=1C=NC=CC1NC(OC(C)(C)C)=O